N-((S)-1-(((S)-4-hydroxy-3-oxo-1-((S)-2-oxopyrrolidin-3-yl)butan-2-yl)amino)-4-methyl-1-oxopentan-2-yl)-4-methoxy-1-(2-methylallyl)-1H-indole-2-carboxamide OCC([C@H](C[C@H]1C(NCC1)=O)NC([C@H](CC(C)C)NC(=O)C=1N(C2=CC=CC(=C2C1)OC)CC(=C)C)=O)=O